4H-thiopyrano[4,3-d]pyrimidin-4-one N=1C=NC(C=2C1C=CSC2)=O